Cl.COC=1C(=CC2=CN(N=C2C1)C)C(=O)NC=1N=NC(=CC1)N1CCNCC1 6-methoxy-2-methyl-N-(6-(piperazin-1-yl)pyridazin-3-yl)-2H-indazole-5-carboxamide hydrochloride